3-fluoro-4-(1,2,3,6-tetrahydro-pyridin-4-yl)-N-[4-(1,2,3,6-tetrahydro-pyridin-4-yl)-phenyl]-benzamide FC=1C=C(C(=O)NC2=CC=C(C=C2)C=2CCNCC2)C=CC1C=1CCNCC1